2-bromo-1-iodo-4-(methoxymethoxy)benzene BrC1=C(C=CC(=C1)OCOC)I